N-(4-(morpholinomethyl)phenyl)-7-(3-(piperazin-1-yl)phenyl)thieno[3,2-d]pyrimidin-2-amine O1CCN(CC1)CC1=CC=C(C=C1)NC=1N=CC2=C(N1)C(=CS2)C2=CC(=CC=C2)N2CCNCC2